1-(4,4-difluorocyclohexyl)-3-ethynyl-1H-pyrazole FC1(CCC(CC1)N1N=C(C=C1)C#C)F